COC(C(=C)C1=NC(=CC=C1)N)=O (6-aminopyridin-2-yl)prop-2-enoic acid methyl ester